C1(CC1)C(CC(=O)NC1=NC2=C(N1C1(CCC1)C)C=C(C=C2)OC(F)F)(C)C 3-cyclopropyl-N-(6-(difluoromethoxy)-1-(1-methylcyclobutyl)-1H-benzo[d]imidazol-2-yl)-3-methylbutanamide